Cl.C(#N)C1=C(N=C(S1)N(C1=C(N=C2N1C=C(C=C2)C=2C=NC(=NC2)N2CCC(CC2)NC(=O)C2CNC2)CC)C)C2=CC=C(C=C2)F N-(1-(5-(3-((5-cyano-4-(4-fluorophenyl)thiazol-2-yl)(methyl)amino)-2-ethylimidazo[1,2-a]pyridin-6-yl)pyrimidin-2-yl)piperidin-4-yl)azetidine-3-carboxamide hydrochloride